C1(=CC=CC=C1)C=1C=C(C=NC1)\C=C/1\C(NC(S1)=O)=O (Z)-5-((5-phenylpyridin-3-yl)methylene)thiazolidin-2,4-dione